C(C)(C)(C)OC(=O)N1[C@H]2[C@@H](N(C[C@@H]1CC2)C=2C1=C(N=C(N2)Cl)C(=C(N=C1Cl)Cl)F)CO[Si](C)(C)C(C)(C)C |r| (±)-rel-(1r,2r,5s)-2-(((t-butyldimethylsilyl)oxy)methyl)-3-(2,5,7-trichloro-8-fluoropyrido[4,3-d]pyrimidin-4-yl)-3,8-diazabicyclo[3.2.1]octane-8-carboxylic acid tert-butyl ester